ClC1=CC=C(C=C1)[C@@H](CC(=O)NC[C@H](CC1=CC=C(C(=O)N)C=C1)N(C)C)C1(CC1)C(F)(F)F 4-((S)-3-((R)-3-(4-chlorophenyl)-3-(1-(trifluoromethyl)cyclopropyl)propanamido)-2-(dimethylamino)propyl)benzamide